(1r,4r)-4-((4-methoxy-5-(quinoxalin-6-yl)pyrrolo[2,1-f][1,2,4]triazin-2-yl)amino)-1-methylcyclohexan-1-ol COC1=NC(=NN2C1=C(C=C2)C=2C=C1N=CC=NC1=CC2)NC2CCC(CC2)(O)C